NC=1C(=C(C=C2C=C(N=CC12)NC(OC1CC(C1)N1CCOCC1)=O)C1=C(C2=C(OCCN2)N=C1)C)F 3-Morpholinocyclobutyl (8-amino-7-fluoro-6-(8-methyl-2,3-dihydro-1H-pyrido[2,3-b][1,4]oxazin-7-yl)isoquinolin-3-yl)carbamate